2-(hydroxymethyl)-5-(4-methoxybenzyl)-6,7-dihydropyrazolo[1,5-a]pyrazin-4(5H)-one OCC1=NN2C(C(N(CC2)CC2=CC=C(C=C2)OC)=O)=C1